3-(6-pyrrolidin-3-yl-2-pyridyl)pyrazolo[1,5-a]pyridine N1CC(CC1)C1=CC=CC(=N1)C=1C=NN2C1C=CC=C2